3-(4-(3-(1H-Imidazol-4-yl)pyrrolidin-1-yl)pyrimidin-2-yl)-6-(trifluoromethyl)imidazo[1,2-a]pyrazine N1C=NC(=C1)C1CN(CC1)C1=NC(=NC=C1)C1=CN=C2N1C=C(N=C2)C(F)(F)F